N-(5-(4-chlorobenzyl)pyridin-2-yl)-1-methyl-6-oxo-1,6-dihydropyridine-3-carboxamide ClC1=CC=C(CC=2C=CC(=NC2)NC(=O)C2=CN(C(C=C2)=O)C)C=C1